2-ethyl-sulfonic acid sodium salt [Na+].CCS(=O)(=O)[O-]